5-((4-((4-(4-chlorophenyl)-5,6-dihydro-2H-pyran-3-yl)methyl)piperazin-1-yl)methyl)-2-(2,6-dioxopiperidin-3-yl)isoindoline-1,3-dione ClC1=CC=C(C=C1)C1=C(COCC1)CN1CCN(CC1)CC=1C=C2C(N(C(C2=CC1)=O)C1C(NC(CC1)=O)=O)=O